5-(1-(2,2-difluoropropyl)-1H-benzo[d][1,2,3]triazol-6-yl)-6-fluoro-4-methoxy-N-(1-(oxetan-3-yl)piperidin-4-yl)pyrrolo[2,1-f][1,2,4]triazin-2-amine FC(CN1N=NC2=C1C=C(C=C2)C=2C(=CN1N=C(N=C(C12)OC)NC1CCN(CC1)C1COC1)F)(C)F